6-bromo-1-tetrahydropyran-2-yl-indazole BrC1=CC=C2C=NN(C2=C1)C1OCCCC1